2-Boc-6-(piperidin-1-yl)-1,2,3,4-tetrahydroisoquinoline C(=O)(OC(C)(C)C)N1CC2=CC=C(C=C2CC1)N1CCCCC1